(S)-2-(2,5-difluoro-4-(6-((2-fluoro-4-(thiazol-2-ylethynyl)benzyl)oxy)pyridin-2-yl)benzyl)-1-(oxetan-2-ylmethyl)-1H-benzo[d]imidazole-6-carboxylic acid FC1=C(CC2=NC3=C(N2C[C@H]2OCC2)C=C(C=C3)C(=O)O)C=C(C(=C1)C1=NC(=CC=C1)OCC1=C(C=C(C=C1)C#CC=1SC=CN1)F)F